COC1=CC=C(C=C1)[C@@H](C)N1C[C@@H](CC1=O)C(=O)OC (1R,3R)-methyl 1-(1-(4-methoxyphenyl) ethyl)-5-oxopyrrolidine-3-carboxylate